BrC1=C(C=C2C(=NC(=NC2=C1F)Cl)N1[C@@H]2CN([C@H](C1)C2)C(=O)OC(C)(C)C)Cl tert-butyl (1S,4S)-5-(7-bromo-2,6-dichloro-8-fluoro-quinazolin-4-yl)-2,5-diazabicyclo[2.2.1]heptane-2-carboxylate